NC=1C=C2C=CC=C3CC(C(C1Cl)=C32)=O 7-amino-8-chloroacenaphthylen-1(2H)-one